sodium (S)-3-(3-(1-methyl-4-oxido-2-oxo-1,2-dihydropyridin-3-yl)ureido)-3-(4-(3-methylbenzyl) phenyl)propanoate CN1C(C(=C(C=C1)[O-])NC(N[C@@H](CC(=O)[O-])C1=CC=C(C=C1)CC1=CC(=CC=C1)C)=O)=O.[Na+].[Na+]